(3,5-di-tert-butyl-4-hydroxybenzyl)benzene C(C)(C)(C)C=1C=C(CC2=CC=CC=C2)C=C(C1O)C(C)(C)C